C(C)N1C(C([C@@H](C1)CN1N=C2N=C(C=CC2=C1)C1=C(C=C(C=C1C)C(F)(F)F)O)(F)F)=O |o1:5| (S or R)-1-ethyl-3,3-difluoro-4-((6-(2-hydroxy-6-methyl-4-(trifluoromethyl)phenyl)-2H-pyrazolo[3,4-b]pyridin-2-yl)methyl)pyrrolidin-2-one